The molecule is a 3-oxo monocarboxylic acid anion and a L-alpha-amino acid anion. It derives from a butyrate. It is a conjugate base of a L-2-amino-3-oxobutanoic acid and a L-2-amino-3-oxobutanoic acid zwitterion. CC(=O)[C@@H](C(=O)[O-])N